N,N,2-trimethylquinolin-6-amine CN(C=1C=C2C=CC(=NC2=CC1)C)C